C(=O)O.N[C@H](C(=O)NCCNC(C1=C(C=C(C=C1)NC=1C=2N(C=CN1)C(=CN2)C2=C(C(=C(C=C2)OCC#N)F)F)CC)=O)CO N-[2-[[(2S)-2-amino-3-hydroxy-propanoyl]amino]ethyl]-4-[[3-[4-(cyanomethoxy)-2,3-difluoro-phenyl]imidazo[1,2-a]pyrazin-8-yl]amino]-2-ethyl-benzamide formate